(1-(N-(1-methyl-1H-tetrazol-5-yl)-2-(((2-methyl-2H-tetrazol-5-yl) methoxy) methyl)-6-(trifluoromethyl) nicotinamido) ethyl) cyclohexyl carbonate C(OC(C)N(C(C1=C(N=C(C=C1)C(F)(F)F)COCC=1N=NN(N1)C)=O)C1=NN=NN1C)(OC1CCCCC1)=O